CC1(CN(C2=CC=CC=C12)C(CNS(=O)(=O)C1=CC=C(C=C1)OC1=NC=C(C=C1)C(F)(F)F)C)C N-(2-(3,3-DIMETHYLINDOLIN-1-YL)PROPYL)-4-((5-(TRIFLUOROMETHYL)PYRIDIN-2-YL)OXY)BENZENESULFONAMIDE